C(C1=CC=CC=C1)OC(=O)N[C@@H]1CN(CCCC1=C)C(=O)OCC1=CC=CC=C1 benzyl (S)-3-(((benzyloxy) carbonyl) amino)-4-methyleneazepane-1-carboxylate